(E)-4-((4-bromobut-2-en-1-yl)oxy)benzonitrile BrC/C=C/COC1=CC=C(C#N)C=C1